ethyl ((3'-fluoro-5-isobutyl-4'-((2-isopropyl-1H-imidazol-1-yl)methyl)-[1,1'-biphenyl]-2-yl)sulfonyl)carbamate FC=1C=C(C=CC1CN1C(=NC=C1)C(C)C)C1=C(C=CC(=C1)CC(C)C)S(=O)(=O)NC(OCC)=O